hydroxyethylpiperidine C1CCN(CC1)CCO